COC1=C(C=C(C=C1)C=CC)O 2-methoxy-5-(prop-1-en-1-yl)phenol